ClC=1C(=NC(=NC1)NC=1C=CC(=C(C1)NC(C)=O)N(CC)CCN(C)C)C1=CN(C2=CC=CC=C12)C N-(5-((5-chloro-4-(1-methyl-1H-indol-3-yl)pyrimidin-2-yl)amino)-2-((2-(dimethylamino)ethyl)(ethyl)amino)phenyl)acetamide